ethyl 1-[5,7-difluoro-2-(4-fluorophenyl)-1H-indol-3-yl]-1,2,3-triazole-4-carboxylate FC=1C=C2C(=C(NC2=C(C1)F)C1=CC=C(C=C1)F)N1N=NC(=C1)C(=O)OCC